OC(CNC(=O)C1CNC1)(CO)CO N-[2,3-dihydroxy-2-(hydroxymethyl)propyl]azetidine-3-carboxamide